OC1=CC=C(C=C1)C(C(=O)O)=O 2-(4-hydroxyphenyl)-2-oxoacetic acid